4-[[2-(4-tert-butyl-3-methoxy-phenyl)acetyl]amino]pyridine-2-carboxylic acid C(C)(C)(C)C1=C(C=C(C=C1)CC(=O)NC1=CC(=NC=C1)C(=O)O)OC